C(=O)N1C=C(C[C@H](N)C(=O)O)C2=CC=CC=C12 N1-formyl-tryptophan